6-(trifluoro-methyl)pyridine-3-thiol FC(C1=CC=C(C=N1)S)(F)F